3-cyclopropylprop-2-yn C1(CC1)C#CC